(S)-2-(2,6-dichloro-3-(2-(3-chloro-4-methylphenyl)acetamido)benzamido)-3-(3-((R)-2,3-dihydro-1H-inden-1-yl)ureido)propionic acid ClC1=C(C(=O)N[C@H](C(=O)O)CNC(=O)N[C@@H]2CCC3=CC=CC=C23)C(=CC=C1NC(CC1=CC(=C(C=C1)C)Cl)=O)Cl